silanediylbis[2-methyl-4-(4-tert-butylphenyl)indenyl]zirconium dichloride [Cl-].[Cl-].[SiH2]=[Zr+2](C1C(=CC2=C(C=CC=C12)C1=CC=C(C=C1)C(C)(C)C)C)C1C(=CC2=C(C=CC=C12)C1=CC=C(C=C1)C(C)(C)C)C